N-((4'-(dimethylamino)-[1,1'-biphenyl]-4-yl)methyl)-N-(3-((2-(dimethylamino)ethyl)amino)phenyl)cyclohexanecarboxamide butyl-2-[1-(2,6-difluoro-4-nitro-phenyl)-4-piperidyl]acetate C(CCC)OC(CC1CCN(CC1)C1=C(C=C(C=C1F)[N+](=O)[O-])F)=O.CN(C1=CC=C(C=C1)C1=CC=C(C=C1)CN(C(=O)C1CCCCC1)C1=CC(=CC=C1)NCCN(C)C)C